ClC1=CC=C(C=C1)CCCC(C)(O)C 5-(4-chlorophenyl)-2-methylpentan-2-ol